benzyl-4-(6-aminopyridin-3-yl)-3-oxo-piperazine-1-carboxylate C(C1=CC=CC=C1)OC(=O)N1CC(N(CC1)C=1C=NC(=CC1)N)=O